COC=1C=C(C=CC1)NC(CCCCCCC(C)=O)=O N-(3-methoxyphenyl)-8-oxononanamide